CC1=NC2=C(C=CC=C2C=C1)O.CC1=NC2=C(C=CC=C2C=C1)O.[Ga] gallium bis(2-methyl-8-hydroxyquinoline)